7,8-DIHYDRO-5H-PYRANO[4,3-D]PYRIMIDINE-4-CARBALDEHYDE N1=CN=C(C2=C1CCOC2)C=O